C1C[C@H](CNC1)C(=O)N The molecule is the (3R)-enantiomer of nipecotamide. It is a conjugate base of a (R)-nipecotamide(1+). It is an enantiomer of a (S)-nipecotamide.